CC1=C(C=CC(=C1)C(F)(F)F)C1CC[NH2+]CC1 4-(2-methyl-4-(trifluoromethyl)phenyl)piperidin-1-ium